N1(C=NC=C1)C=1C=C(N=NC1)C(=O)O 5-(1H-imidazol-1-yl)pyridazine-3-carboxylic acid